ClC=1C=C(C=C(C1)C(F)(F)F)CCC(=O)O 3-(3-chloro-5-(trifluoromethyl)phenyl)propanoic acid